ON(CCCNCC)O N,N-dihydroxyethyl-1,3-propylenediamine